C1=CC=CC=2C3=CC=CC=C3N(C12)C1=CC=C(S1)/C=C/C=1OC(=CCC1)\C=C\C=1SC(=CC1)N1C2=CC=CC=C2C=2C=CC=CC12 2,6-bis((E)-2-(5-(9H-carbazol-9-yl)thiophen-2-yl)vinyl)-4H-pyran